(benzo[d]thiazole-2-yl)-6-(2-(benzo[d]thiazole-2-yl)-4-methoxyphenoxy)-3-(3,5-dimethyl-1H-pyrazol-1-yl)-4-methoxyphenol S1C(=NC2=C1C=CC=C2)C2=C(C(=CC(=C2N2N=C(C=C2C)C)OC)OC2=C(C=C(C=C2)OC)C=2SC1=C(N2)C=CC=C1)O